ClC1=C(C(=C(C2=CC(=CC=C12)OC)F)N1CC(NS1(=O)=O)=O)O 5-(4-chloro-1-fluoro-3-hydroxy-7-methoxynaphthalen-2-yl)-1λ6,2,5-thiadiazolidine-1,1,3-trione